Dimethyl 4,4'-dimethoxy-[1,1'-biphenyl]-2,2'-dicarboxylate COC=1C=C(C(=CC1)C=1C(=CC(=CC1)OC)C(=O)OC)C(=O)OC